5-(5-(((5-fluoro-2,3-dihydrobenzofuran-4-yl)methyl)amino)pyrido[3,4-d]pyridazin-8-yl)-N,N,1-trimethyl-1H-pyrazole-3-carboxamide FC=1C=CC2=C(CCO2)C1CNC1=NC=C(C=2C1=CN=NC2)C2=CC(=NN2C)C(=O)N(C)C